2-(1-Methyl-1H-pyrazol-5-yl)-N-((2-(2,2,2-trifluoroethoxy)pyridin-4-yl)methyl)acetamide CN1N=CC=C1CC(=O)NCC1=CC(=NC=C1)OCC(F)(F)F